N1(CCCCC1)C=1C=2N(C=CN1)C(=C(C2)C2=CC=C(C#N)C=C2)C2=CC=C(C=C2)C 4-(1-(piperidin-1-yl)-6-(p-tolyl)pyrrolo[1,2-a]pyrazin-7-yl)benzonitrile